CCOP(=O)(CC1=CC(=C(C(=C1)C(C)(C)C)O)C(C)(C)C)[O-].CCOP(=O)(CC1=CC(=C(C(=C1)C(C)(C)C)O)C(C)(C)C)[O-].[Ca+2] calcium bis[monoethyl(3,5-di-tert-butyl-4-hydroxylbenzyl)phosphonate]